Cl.NCCS(=O)(=O)NC1(CN(C1)S(=O)(=O)C1=C(C=C(C=C1)Cl)Cl)COC1=CC(=C(C=C1)C#N)F 2-Amino-N-(3-((4-cyano-3-fluorophenoxy)methyl)-1-((2,4-dichlorophenyl)sulfonyl)azetidin-3-yl)ethane-1-sulfonamide hydrochloride